[2-(2-methylpropoxy)cyclohexane-1-yl]methylamine CC(COC1C(CCCC1)CN)C